N-(4-(4-(3-hydroxypropanoyl)piperazin-1-yl)phenyl)-4-((8-methyl-2,3-dihydro-1H-pyrido[2,3-b][1,4]oxazin-7-yl)amino)-2-oxo-1,2-dihydropyridine-3-carboxamide OCCC(=O)N1CCN(CC1)C1=CC=C(C=C1)NC(=O)C=1C(NC=CC1NC1=C(C2=C(OCCN2)N=C1)C)=O